FC=1C=CC(=C2C=CN(C(C12)=O)C)OC1CC2(CN(C2)CCNC(OC(C)(C)C)=O)C1 tert-butyl N-[2-[6-[(8-fluoro-2-methyl-1-oxo-5-isoquinolyl)oxy]-2-azaspiro[3.3]heptan-2-yl]ethyl]carbamate